Pyridylacetate N1=C(C=CC=C1)CC(=O)[O-]